(E)-N-(3-chloro-2-methylphenyl)-3-(2-oxo-2,3-dihydrobenzo[d]oxazol-5-yl)acrylamide 1,2,3-benzenetricarboxylate C1(=C(C(=CC=C1)C(=O)O)C(=O)O)C(=O)O.ClC=1C(=C(C=CC1)NC(\C=C\C=1C=CC2=C(NC(O2)=O)C1)=O)C